(5-iodopyrimidin-2-yl)cyclopentane-1,3-diamine IC=1C=NC(=NC1)C1(CC(CC1)N)N